2-(6-azaspiro[2.5]octan-6-yl)-N-(6-bromo-2-pyridinyl)-6-((1,3-dihydroxy-2-methyl-2-propanyl)amino)-3-pyridinecarboxamide C1CC12CCN(CC2)C2=NC(=CC=C2C(=O)NC2=NC(=CC=C2)Br)NC(CO)(CO)C